C(CCCCCC)C1C(NC(C(NC(CC2(CCNC2=O)C/C=C/CCC1)CO)=O)CC(C)C)=O (E)-13-heptyl-7-(hydroxymethyl)-10-isobutyl-2,8,11-triazaspiro[4.14]nonadec-17-ene-1,9,12-trione